NC1=NC=C(C2=C1C=NN2COCC[Si](C)(C)C)NC(C(N2[C@H](CC[C@@H](C2)C)C2=CC(=CC=C2)Cl)=O)=O N-[4-amino-1-(2-trimethylsilylethoxymethyl)pyrazolo[4,3-c]pyridin-7-yl]-2-oxo-2-[(2R,5S)-2-(3-chlorophenyl)-5-methyl-1-piperidyl]acetamide